F[B-](F)(F)F.[Sn+2].F[B-](F)(F)F stannous tetrafluoroborate